CN[C@@H](C)C1(CNC1)O 3-[(1S)-1-(methylamino)ethyl]Azetidin-3-ol